Cl.CN(C1(CCOCC1)CNC(=O)C1=NC=NC(=C1)C1=CC(=C(C=C1)Cl)Cl)C 6-(3,4-Dichloro-phenyl)-pyrimidine-4-carboxylic acid (4-dimethylamino-tetrahydro-pyran-4-ylmethyl)-amide hydrochloride salt